N-((3R,4S)-3-Methyl-1-(methylsulfonyl)piperidin-4-yl)-5-propoxy-6-(1H-pyrazol-4-yl)-[1,2,4]triazolo[1,5-a]pyrazin-2-amine C[C@@H]1CN(CC[C@@H]1NC1=NN2C(C=NC(=C2OCCC)C=2C=NNC2)=N1)S(=O)(=O)C